NC=1C=CC(=NC1)C(=O)NC=1C=NC(=CC1)C 5-amino-N-(6-methylpyridin-3-yl)picolinamide